((5-(((6-aminopyridin-2-yl)methoxy)methyl)-3-(1-isopropyl-1H-1,2,4-triazol-3-yl)-2-methoxyphenyl)amino)-6-chloro-N-(methyl-d3)nicotinamide NC1=CC=CC(=N1)COCC=1C=C(C(=C(C1)NC1=C(C(=O)NC([2H])([2H])[2H])C=CC(=N1)Cl)OC)C1=NN(C=N1)C(C)C